methyl 2,3-dimethylbutyrate CC(C(=O)OC)C(C)C